FC1=C(CNC2=NC(=NC=C2C(=O)N)NC=2C=NN(C2)C2CCOCC2)C(=CC=C1)OC 4-((2-fluoro-6-methoxybenzyl)amino)-2-((1-(tetrahydro-2H-pyran-4-yl)-1H-pyrazol-4-yl)amino)pyrimidin-5-carboxamide